3-bromo-6-(trifluoromethyl)benzene-1,2-diamine BrC1=C(C(=C(C=C1)C(F)(F)F)N)N